C(C)(C)(C)OC(=O)N1CC(N(CC1)C=1C2=C(N=CN1)N(C=C2C2=NC=CC=C2)S(=O)(=O)C2=CC=C(C)C=C2)C 3-methyl-4-(5-(pyridin-2-yl)-7-tosyl-7H-pyrrolo[2,3-d]pyrimidin-4-yl)piperazine-1-carboxylic acid tert-butyl ester